3-(1-ethyl-1H-imidazol-4-yl)-N-methyl-1-(4-(trifluoromethyl)phenyl)-1H-indole-5-sulfonamide C(C)N1C=NC(=C1)C1=CN(C2=CC=C(C=C12)S(=O)(=O)NC)C1=CC=C(C=C1)C(F)(F)F